CC1=C(C=C(C(=C1)OC1=CC(=NN1CC)C(F)(F)F)Cl)NC=N N-[2-methyl-4-(1-ethyl-3-trifluoromethyl-1H-pyrazol-5-oxy)-5-chlorophenyl]formamidine